N[C@@H](CCCCN)C(=O)OC(C(C)C)=O isobutyryl lysinate